tert-butyl 4-(2-(3,4-dimethoxyphenyl)-1-ethyl-1H-benzo[d]imidazol-6-yl)piperidine-1-carboxylate COC=1C=C(C=CC1OC)C1=NC2=C(N1CC)C=C(C=C2)C2CCN(CC2)C(=O)OC(C)(C)C